ClC1=CC=2N(C=C1)C(=CN2)S(=O)(=O)NC=2C(=NC(=C(C2)F)OC(F)F)OC 7-chloro-N-[6-(difluoromethoxy)-5-fluoro-2-methoxy-3-pyridinyl]imidazo[1,2-a]pyridine-3-sulfonamide